(1S,2R,3S,5S,7S)-2-((R)-azido(phenyl)methyl)-5-chloroadamantane N(=[N+]=[N-])[C@H](C1[C@H]2CC3CC(C[C@@H]1C3)(C2)Cl)C2=CC=CC=C2